2-(3-(1,4-dimethyl-1H-1,2,3-triazol-5-yl)-5-(1-(3-fluorophenyl)-2-(tetrahydro-2H-pyran-4-yl)ethyl)-5H-pyrido[3,2-b]indol-7-yl)propan-2-ol CN1N=NC(=C1C1=CC=2N(C=3C=C(C=CC3C2N=C1)C(C)(C)O)C(CC1CCOCC1)C1=CC(=CC=C1)F)C